(E)-6-(6-(but-2-en-1-yl)-2-methyl-7-oxo-6,7-dihydro-1H-pyrrolo[2,3-c]pyridin-4-yl)-4-chloronicotinic acid C(\C=C\C)N1C(C2=C(C(=C1)C1=NC=C(C(=O)O)C(=C1)Cl)C=C(N2)C)=O